C(CCCC\C=C/CC)OC(CCC(=O)OCCCCCCN(CCCCCCOC(CCC(OCCCCC\C=C/CC)OCCCCC\C=C/CC)=O)CCO)OCCCCC\C=C/CC ((2-hydroxyethyl)azanediyl)bis(hexane-6,1-diyl) bis(4,4-bis(((Z)-non-6-en-1-yl)oxy)butanoate)